C(C)N(C1=C(C=C(C(=C1)OC)NC1=NC=CC(=N1)C1=CN(C2=CC=CC=C12)C)NC(\C=C\CN1CCCCC1)=O)CC (E)-N-(2-(diethylamino)-4-methoxy-5-((4-(1-methyl-1H-indol-3-yl)pyrimidin-2-yl)amino)phenyl)-4-(piperidin-1-yl)but-2-enamide